C(C)(C)(C)OC(=O)N1CC=2C=CC(=NC2C(C1)NCCO)Cl 2-Chloro-8-((2-hydroxyethyl)amino)-7,8-dihydro-1,6-naphthyridine-6(5H)-carboxylic acid tert-butyl ester